3-(1-oxo-5-{7-[(pyrrolidin-1-yl)methyl]imidazo[1,5-a]pyridin-5-yl}-2,3-dihydro-1H-isoindol-2-yl)piperidine-2,6-dione O=C1N(CC2=CC(=CC=C12)C1=CC(=CC=2N1C=NC2)CN2CCCC2)C2C(NC(CC2)=O)=O